dioctadecyl-oleoyl-amide C(CCCCCCCCCCCCCCCCC)C(CCCCCCC\C=C/CCCCCCCC(=O)[NH-])CCCCCCCCCCCCCCCCCC